Cl.CS(=O)(=O)C1=CC=C(OC[C@@H]2CNC[C@H]2C)C=C1 (3S,4S)-3-(4-methylsulfonylphenoxymethyl)-4-methylpyrrolidine hydrochloride